ClC=1C(=NC=C(C1[C@@H](C)OC=1C=C2C(=NNC2=CC1)C=1C=CC(=NC1)NC1CCOC1)Cl)C 5-[5-[(1R)-1-(3,5-dichloro-2-methyl-4-pyridyl)ethoxy]-1H-indazol-3-yl]-N-tetrahydrofuran-4-yl-pyridin-2-amine